(2s,5r)-5-((2-(2,6-dioxopiperidin-3-yl)-1-oxoisoindolin-5-yl)oxy)-2-methylpiperidine-1-carboxylic acid ethyl ester C(C)OC(=O)N1[C@H](CC[C@H](C1)OC=1C=C2CN(C(C2=CC1)=O)C1C(NC(CC1)=O)=O)C